1,4,7,10-tetrakis(carboxymethyl)-1,4,7,10-tetraazacyclotridecane C(=O)(O)CN1CCN(CCN(CCN(CCC1)CC(=O)O)CC(=O)O)CC(=O)O